tert-butyl (2-(3,3-dimethylureido)-4-(thiophen-2-yl)phenyl)carbamate CN(C(NC1=C(C=CC(=C1)C=1SC=CC1)NC(OC(C)(C)C)=O)=O)C